ClC1=C(OC=2N=CC(=NC2)N2CCC3(C(C=4N(N=CC4)C3)N)CC2)C=CC=C1Cl 1-(5-(2,3-dichlorophenoxy)pyrazin-2-yl)-4'H,6'H-spiro[piperidine-4,5'-pyrrolo[1,2-b]pyrazol]-4'-amine